C1(CC1)C=1N=NN(C1)[C@H](C(=O)N1[C@@H](C[C@H](C1)O)C(=O)N[C@H]1[C@@H](C1)C1=CC=CC2=CC=CC=C12)C(C)(C)C (2S,4r)-1-[(2S)-2-(4-cyclopropyl-triazol-1-yl)-3,3-dimethyl-butyryl]-4-hydroxy-N-[(1r,2S)-2-(1-naphthyl)cyclopropyl]pyrrolidine-2-carboxamide